CCCCCCCC(CCC)O undecan-8-ol